7-((4-Chlorobenzyl)oxy)-3,4-dihydroisoquinoline-2(1H)-carboxylic acid tert-butyl ester C(C)(C)(C)OC(=O)N1CC2=CC(=CC=C2CC1)OCC1=CC=C(C=C1)Cl